N-[(3S)-1-(3-ethylpyrrolo[1,2-a]pyrazin-1-yl)pyrrolidin-3-yl]-1-(4-fluorophenyl)-1,2,4-triazole-3-carboxamide C(C)C=1N=C(C=2N(C1)C=CC2)N2C[C@H](CC2)NC(=O)C2=NN(C=N2)C2=CC=C(C=C2)F